OCCN1CCC2(CN(C(N2CC2=CC(=CC=C2)OC)=O)C2=NC(=C(C=C2)C=2C=NNC2)OC)CC1 8-(2-hydroxyethyl)-3-(6-methoxy-5-(1H-pyrazol-4-yl)pyridin-2-yl)-1-(3-methoxybenzyl)-1,3,8-triazaspiro[4.5]decan-2-one